(benzyloxy)ethyl acetate C(C)(=O)OCCOCC1=CC=CC=C1